C(C)(C)C=1C=C(C=CC1OCCN1C[C@H](NCC1)C)N1C(N(C(C1(C)C)=O)C=1C=C(C(=NC1)C#N)C(F)(F)F)=S (R)-5-(3-(3-isopropyl-4-(2-(3-methylpiperazin-1-yl)ethoxy)phenyl)-4,4-dimethyl-5-oxo-2-thioxoimidazolidin-1-yl)-3-(trifluoromethyl)pyridinecarbonitrile